ClC1=CC(=CC(=N1)N=S(=O)(C)C)C(C)(C)F ((6-chloro-4-(2-fluoropropane-2-yl)pyridin-2-yl)imino)dimethyl-λ6-sulfanone